3-(2-naphthyl)-coumarin C1=C(C=CC2=CC=CC=C12)C=1C(OC2=CC=CC=C2C1)=O